6-(3-ISOPROPYL-1H-PYRAZOL-1-YL)-N-(1-(2-METHOXYETHYL)-1H-INDAZOL-7-YL)PYRIDINE-3-SULFONAMIDE C(C)(C)C1=NN(C=C1)C1=CC=C(C=N1)S(=O)(=O)NC=1C=CC=C2C=NN(C12)CCOC